[Br-].C(CCCCCCCCCCC)[N+](CCOC(C=C)=O)(C)C dodecyl-dimethyl-acryloyloxyethyl-ammonium bromide